NC=1C(=NC(=NC1C1=C2C=NNC2=CC=C1C)C1=C(C=CC=C1)NC(C(F)(F)F)C)C(=O)N 5-amino-6-(5-methyl-1H-indazol-4-yl)-2-[2-[(2,2,2-trifluoro-1-methyl-ethyl)amino]phenyl]pyrimidine-4-carboxamide